1-(4-(2-(7,8-dimethyl-[1,2,4]triazolo[1,5-a]pyridin-6-yl)-3-isopropyl-1H-pyrrolo[3,2-b]pyridin-5-yl)piperazin-1-yl)-2-(dimethylamino)ethan-1-one CC1=C(C=2N(C=C1C1=C(C3=NC(=CC=C3N1)N1CCN(CC1)C(CN(C)C)=O)C(C)C)N=CN2)C